C(C)(C)C=1C=NN2C1N=C(C=C2)C2=NC(=NC=C2)S(=O)C 3-isopropyl-5-(2-methylsulfinylpyrimidin-4-yl)pyrazolo[1,5-a]pyrimidine